FC1=CNC(C2=CC=CC=C12)=O 4-fluoroisoquinolin-1-one